3-[3-[4-(2-fluoro-5-methylsulfonylbenzoyl)piperazin-1-yl]propyl]-1H-indole-5-carbonitrile FC1=C(C(=O)N2CCN(CC2)CCCC2=CNC3=CC=C(C=C23)C#N)C=C(C=C1)S(=O)(=O)C